ClC=1C=CC2=C([C@@H](C[C@@H](O2)C(=O)NC23CC(C2)(C3)N3N=NC(=C3)C3=CC=C(C=C3)OC(F)(F)F)O)C1 (2R,4R)-6-chloro-4-hydroxy-N-(3-{4-[4-(trifluoromethoxy)phenyl]-1H-1,2,3-triazol-1-yl}bicyclo[1.1.1]pentan-1-yl)-3,4-dihydro-2H-1-benzopyran-2-carboxamide